(3-fluoro-5-methanesulfonamidophenyl)-1-methyl-1H-pyrrole-3-carboxamide FC=1C=C(C=C(C1)NS(=O)(=O)C)C=1N(C=CC1C(=O)N)C